N1C=CC(=C1)C(=O)N pyrrole-4-Carboxamide